ClC1=C(C=C2C=C(N=CC2=C1)C1(C(C1)C=1C=NN(C1)C)C(=O)N)C(C)C (7-chloro-6-isopropylisoquinolin-3-yl)-2-(1-methyl-1H-pyrazol-4-yl)cyclopropane-1-carboxamide